N-(1-allyl-5-(methoxymethyl)-1H-1,2,4-triazol-3-yl)-4-(5-(3,5-dichlorophenyl)-5-(trifluoromethyl)-4,5-dihydroisoxazol-3-yl)-2-methylbenzamide C(C=C)N1N=C(N=C1COC)NC(C1=C(C=C(C=C1)C1=NOC(C1)(C(F)(F)F)C1=CC(=CC(=C1)Cl)Cl)C)=O